COC1=CC=C(C=C1)C1=CC2=C(C=N1)N=CN2C2=CC(=C(C(=C2)OC)OC)OC 6-(4-methoxyphenyl)-1-(3,4,5-trimethoxyphenyl)-1H-imidazo[4,5-c]pyridine